ClC1=CC(=CC2=C1N=C(S2)C=2C=C(C=C1C=NC(=NC21)OC)C)OC 4-chloro-6-methoxy-2-(2-methoxy-6-methyl-quinazolin-8-yl)benzo[d]thiazole